ClC1=CC=C(C=C1)C1=C(CCC(C1)(C)C)CN1CCN(CC1)C1=CC(=C(C(=O)O)C=C1)N1C2=C(OCCC1)N=CC=C2 4-(4-[[2-(4-chlorophenyl)-4,4-dimethylcyclohex-1-en-1-yl]methyl]piperazin-1-yl)-2-[2H,3H,4H-pyrido[2,3-b][1,4]oxazepin-1-yl]benzoic acid